C(C)OC=CC ethyl-1-propenyl ether